C(C)(C)(C)OC(C(CC=1C=NC=CC1)N1OCN(OC1)C1=C(C=CC(=C1)Cl)N1N=NC(=C1)Cl)=O 2-(4-(5-Chloro-2-(4-chloro-1H-1,2,3-triazol-1-yl)phenyl)-2,5-dioxapiperazin-1-yl)-3-(pyridin-3-yl)propionic acid tert-butyl ester